N,N'-dicarboxybutyl-4,4'-bipyridinium C(=O)(O)[N+]1=C(C=C(C=C1)C1=CC=[N+](C=C1)C(=O)O)CCCC